BrC1=CC=2N(C(N(C(C2S1)=O)C=1C2=C(C=NC1)N=CN2C)=O)CCC#N 3-(6-bromo-3-(1-methyl-1H-imidazo[4,5-c]pyridin-7-yl)-2,4-dioxo-3,4-dihydrothieno[3,2-d]pyrimidin-1(2H)-yl)propanenitrile